2-(4-Chloropyridinyl)-5-(methoxymethyl)cyclopentan-1-one ClC1=CC(=NC=C1)C1C(C(CC1)COC)=O